[Na+].P(OCCCCCC)([O-])O monohexyl phosphite monosodium salt